S1C=NC2=C1C=C(C=C2)S(=O)(=O)N2C(=CC1=CC(=CC=C21)Cl)CCCC(=O)O 1-(6-benzothiazolylsulfonyl)-5-chloro-1H-indole-2-butanoic acid